1-(2'-(benzylamino)-[4,4'-bipyridin]-2-yl)piperidin-4-ol C(C1=CC=CC=C1)NC1=NC=CC(=C1)C1=CC(=NC=C1)N1CCC(CC1)O